N-((1H-pyrrolo[3,2-c]pyridin-4-yl)methyl)-1-(5-(5-chloro-2-methoxypyridin-4-yl)-1H-pyrazole-3-carbonyl)piperidine-4-carboxamide N1C=CC=2C(=NC=CC21)CNC(=O)C2CCN(CC2)C(=O)C2=NNC(=C2)C2=CC(=NC=C2Cl)OC